C(C)(C)(C)OC(=O)N1CCN(CCC1)C=1C=NC(=CC1)NC=1N=CC2=C(N1)N(C(=C2)C(N(C)C)=O)C2CCCC2 4-[6-(7-cyclopentyl-6-dimethylcarbamoyl-7H-pyrrolo[2,3-d]pyrimidin-2-ylamino)-pyridin-3-yl]-[1,4]diazepane-1-carboxylic acid tert-butyl ester